C(CN(CCN(CC(=O)O)CC(=O)O)CC(=O)O)N(CCN(CC(=O)O)CC(=O)O)CC(=O)O Hexaacetic Acid